3,6,9-heptadecatriene CCC=CCC=CCC=CCCCCCCC